CC(C)C1=NN=CC2=CC=C(C=C12)C1=CC(=CC=C1)B1OC(C(O1)(C)C)(C)C 4-PROPAN-2-YL-6-[3-(4,4,5,5-TETRAMETHYL-1,3,2-DIOXABOROLAN-2-YL)PHENYL]PHTHALAZIN